ClC1=C(C=CC(=C1)NC=1C=2N(C=CN1)C(=CN2)C2=CC(=C(C=C2)OC)F)C(=O)N2CCC(CC2)(CNC)O (2-chloro-4-((3-(3-fluoro-4-methoxyphenyl)imidazo[1,2-a]pyrazin-8-yl)amino)phenyl)(4-hydroxy-4-((methylamino)methyl)piperidin-1-yl)methanone